C(C)(=O)O[C@]1(C(C(=C2C=C(N(C=C2C1=O)C1=CC=C(C=C1)C1=CC=C(C=C1)C1=CC=CC=C1)\C=C\C(=C\[C@H](CC)C)\C)Cl)=O)C (R)-2-([1,1':4',1''-terphenyl]-4-yl)-5-chloro-3-((S,1E,3E)-3,5-dimethylhepta-1,3-dien-1-yl)-7-methyl-6,8-dioxo-2,6,7,8-tetrahydroisoquinolin-7-yl acetate